C(=CC1=CC=CC=C1)S(=O)(=O)Cl β-styrenesulfonyl chloride